C(C)(C)(C)OC(=O)N(C(OC(C)(C)C)=O)C1=NN2C(C=C(C=C2)C2=C(C(=C(C=C2)OC)OCCC(C(C)(O[Si](CC)(CC)CC)C2=CC=C(C=C2)F)(F)F)F)=N1 tert-butyl (tert-butoxycarbonyl)(7-(3-((3,3-difluoro-4-(4-fluorophenyl)-4-((triethylsilyl)oxy)pentyl)oxy)-2-fluoro-4-methoxyphenyl)-[1,2,4]triazolo[1,5-a]pyridin-2-yl)carbamate